C(C)(C)C(COC)(COC)C 2-isopropyl-2-methyl-1,3-dimethoxypropane